BrC1=CN=C2N1C=C(C=C2C)C(=O)NC2=CCCC=1CCOC12 3-bromo-8-methyl-N-(2,3,4,5-tetrahydrobenzofuran-7-yl)imidazo[1,2-a]pyridine-6-carboxamide